(1,2-phenylenebis(oxy))bis(undecane-1-thiol) C1(=C(C=CC=C1)OCCCCCCCCCCCS)OCCCCCCCCCCCS